O=C1NC(CCC1N1C(C2=CC=C(C=C2C1=O)OCCN1CCC(CC1)CN1CCC(CC1)N1N=C2C=C(C(=CC2=C1)NC(C1=NC(=CC=C1)C(F)(F)F)=O)OC)=O)=O N-(2-(1-((1-(2-((2-(2,6-dioxopiperidin-3-yl)-1,3-dioxoisoindolin-5-yl)oxy)ethyl)piperidin-4-yl)methyl)piperidin-4-yl)-6-methoxy-2H-indazol-5-yl)-6-(trifluoromethyl)picolinamide